8-nitro-11H-indeno[1,2-b]quinoxaline [N+](=O)([O-])C1=CC=2N=C3C(=NC2C=C1)C1=CC=CC=C1C3